COC(C(C(=O)OC)OC)=O 2-Methoxymalonic acid 1,3-dimethyl ester